N-(4-(4-(tert-butyl)phenyl)pyrrolo[1,2-a]quinoxalin-7-yl)acrylamide C(C)(C)(C)C1=CC=C(C=C1)C=1C=2N(C3=CC=C(C=C3N1)NC(C=C)=O)C=CC2